N-(3-fluorophenyl)-2-(methylsulfanyl)-5-(piperidin-1-yl)pyrimidine-4-carboxamide FC=1C=C(C=CC1)NC(=O)C1=NC(=NC=C1N1CCCCC1)SC